(R)-N-((3-chloro-5-cyano-4-(((R)-4-(dimethylamino)-1-((4-fluorophenyl)thio)butan-2-yl)oxy)phenyl)sulfonyl)-2-methyltetrahydro-2H-pyran-2-carboxamide ClC=1C=C(C=C(C1O[C@@H](CSC1=CC=C(C=C1)F)CCN(C)C)C#N)S(=O)(=O)NC(=O)[C@@]1(OCCCC1)C